ClC1=NC(=C2C(=N1)N(N=C2)[C@H]2[C@@H]([C@@H]([C@H](O2)CS(=O)(=O)[C@@H](C)P(O)(O)=O)O)O)NC2CCCC2 ((S)-1-((((2S,3S,4R,5R)-5-(6-chloro-4-(cyclopentylamino)-1H-pyrazolo[3,4-d]pyrimidin-1-yl)-3,4-dihydroxytetrahydrofuran-2-yl)methyl)sulfonyl)ethyl)phosphonic acid